methyl 2-methoxy-5-((4-phenyl-6-(piperidin-4-yl)pyrimidin-2-yl)amino)benzoate COC1=C(C(=O)OC)C=C(C=C1)NC1=NC(=CC(=N1)C1=CC=CC=C1)C1CCNCC1